COC=1SC(=C(N1)C(F)(F)F)C(=O)N[C@H]1C[C@H](CCC1)NC1=CC(=NC2=CC=CC=C12)C(F)(F)F 2-methoxy-4-(trifluoromethyl)-N-[(1R,3S)-3-{[2-(trifluoromethyl)quinolin-4-yl]amino}cyclohexyl]-1,3-thiazole-5-carboxamide